CC(C)CCCC(CCCCC(CCCC(C)C)C)C 2,6,11,15-tetramethyl-hexadecane